3-[6-[4-(3,9-diazaspiro[5.5]undecan-3-ylmethyl)-4-methyl-1-piperidyl]-1-methyl-indazol-3-yl]piperidine-2,6-dione C1CN(CCC12CCNCC2)CC2(CCN(CC2)C2=CC=C1C(=NN(C1=C2)C)C2C(NC(CC2)=O)=O)C